ethyl (E)-3-(4-(3-(5,6,7,8-tetrahydro-1,8-naphthyridin-2-yl)propyl)thiazol-2-yl)acrylate N1=C(C=CC=2CCCNC12)CCCC=1N=C(SC1)/C=C/C(=O)OCC